NC=1C(=CC(=NC1)C1=NC=NN1COCC[Si](C)(C)C)NC1CC(CC(C1)OC)NC(OC(C)(C)C)=O tert-butyl (3-((5-amino-2-(1-((2-(trimethylsilyl)ethoxy) methyl)-1H-1,2,4-triazol-5-yl)pyridin-4-yl)amino)-5-methoxycyclohexyl)carbamate